C(=O)([O-])C(O)C(O)C(=O)[O-].C(=O)(O)C(O)C(O)C(=O)O.[K+].[Na+] sodium potassium ditartrate